3-((4-(9-(4-Chloro-2,5-difluorophenyl)-3,9-diazaspiro[5.5]undecan-3-yl)-5-fluoro-2-methoxyphenyl)amino)piperidine-2,6-dione ClC1=CC(=C(C=C1F)N1CCC2(CCN(CC2)C2=CC(=C(C=C2F)NC2C(NC(CC2)=O)=O)OC)CC1)F